3-methyl-7-((1r,4r)-4-(2-(trifluoromethyl)phenyl)cyclohexyl)pyrido[2,3-b]pyrazin-6(5H)-one CC1=CN=C2C(=N1)NC(C(=C2)C2CCC(CC2)C2=C(C=CC=C2)C(F)(F)F)=O